4,14-bis(Mercaptomethyl)-3,6,9,12,15-pentathiaheptadecane-1,17-dithiol SCC(SCCS)CSCCSCCSCC(SCCS)CS